3-(3-Indolyl)-3-(4-methoxyphenyl)-1-propanol N1C=C(C2=CC=CC=C12)C(CCO)C1=CC=C(C=C1)OC